N1N=CC(=C1)C1=CC2=C(N=C(S2)NC2=NC=CC(=C2)COC2CCOCC2)C=C1 6-(1H-pyrazol-4-yl)-N-(4-(((tetrahydro-2H-pyran-4-yl)oxy)methyl)-pyridin-2-yl)benzo[d]-thiazol-2-amine